4-(5-chloro-1,2-dimethyl-imidazol-4-yl)-1,2,3,4-tetrahydroisoquinoline ClC1=C(N=C(N1C)C)C1CNCC2=CC=CC=C12